O=C1NC(CCC1N1C(N(C2=C1C=CC(=C2)C=2C=NC(=NC2)C2CCN(CC2)C(=O)OC(C)(C)C)C)=O)=O Tert-butyl 4-(5-(1-(2,6-dioxopiperidin-3-yl)-3-methyl-2-oxo-2,3-dihydro-1H-benzo[d]imidazol-5-yl)pyrimidin-2-yl)piperidine-1-carboxylate